ClC=1C=C(C=NC1O[C@@H]1[C@H](C[C@H](CC1)C1=CC(=CC=C1)OC(F)(F)F)N(C)C)S(=O)(=O)NC1=NC=NC=C1 |r| 5-chloro-N-pyrimidin-4-yl-6-[rac-(1S,2S,4S)-2-(dimethyl-amino)-4-[3-(trifluoro-methoxy)phenyl]cyclohexoxy]pyridine-3-sulfonamide